BrC1=CC(=C(C(=C1)Cl)O[Si](C)(C)C(C)(C)C)Cl 4-bromo-O-(tert-butyldimethylsilyl)-2,6-dichlorophenol